C(C)(C)(C)OC(=O)NCC1=CC(=C(C(=C1)C)NC(=O)C1=CC2=C(OCCC3=C2SC=C3)C=C1C=1C(=NC(=CC1)C(NC1CCC1)=O)C(=O)OC)C methyl 3-(9-((4-(((tert-butoxycarbonyl)amino)methyl)-2,6-dimethylphenyl)carbamoyl)-4,5-dihydrobenzo[b]thieno[2,3-d]oxepin-8-yl)-6-(cyclobutylcarbamoyl)picolinate